C(#N)C1=CC(=C(COC2=C(C(=O)O)C=C(N=C2)N2CCNCC2)C=C1)F ((4-cyano-2-fluorobenzyl)oxy)-6-(piperazin-1-yl)isonicotinic acid